benzene-4-diazonium C1=CC=C(C=C1)[N+]#N